COC=1C=2N(C(=CC1)C(=O)OCC)C=NC2 ethyl 8-methoxyimidazo[1,5-a]pyridine-5-carboxylate